ClC=1C=C(C=CC1F)N(C1=NC=NC2=CC(=C(C=C12)N)O[C@@H]1COCC1)C1=C(C(=C(C(=C1S(=O)(=O)C)F)F)F)F (S)-N4-(3-chloro-4-fluorophenyl)-N-(2,3,4,5-tetrafluoro-6-(methylsulfonyl)phenyl)-7-((tetrahydrofuran-3-yl)oxy)quinazoline-4,6-diamine